FC1=C(C(=O)NC2=CC=C(C=C2)C=2OC(=NN2)C=2OC=CC2)C=CC=C1 2-Fluoro-N-(4-(5-(furan-2-yl)-1,3,4-oxadiazol-2-yl)phenyl)benzamide